C(C)(C)(C)C1=C2C(N(C3(C2=CC=C1OC)C(NC1=C(C(=CC=C13)F)F)=O)C1=CC(=CC(=C1)F)F)=O (tert-butyl)-2'-(3,5-difluorophenyl)-6,7-difluoro-5'-methoxyspiro[indole-3,1'-isoindole]-2,3'-dione